(2S,3R)-3-phenoxyhexane-2-carboxylic acid methyl ester COC(=O)[C@@H](C)[C@@H](CCC)OC1=CC=CC=C1